ethyl 2-((3-hydroxyphenyl) sulfonyl)-2-methylpropionate OC=1C=C(C=CC1)S(=O)(=O)C(C(=O)OCC)(C)C